2-[4-(4-chlorophenyl)-5-(pyridin-4-yl)-1H-imidazol-1-yl]-1-{2-methyl-5-oxa-2,8-diazaspiro[3.5]nonan-8-yl}ethan-1-one ClC1=CC=C(C=C1)C=1N=CN(C1C1=CC=NC=C1)CC(=O)N1CCOC2(CN(C2)C)C1